t-butyl 2-[(4R)-4-[3-[[(3R)-2,6-dioxo-3-piperidyl]-methyl-amino]phenyl]-3,3-difluoro-1-piperidyl]acetate O=C1NC(CC[C@H]1N(C=1C=C(C=CC1)[C@@H]1C(CN(CC1)CC(=O)OC(C)(C)C)(F)F)C)=O